P(=O)(=O)NP(N)(O)=O phosphoric acid amide (phosphoamide)